(1r,3r)-N1-(4-methoxy-5-(1-methyl-1H-benzo[d][1,2,3]triazol-6-yl)pyrrolo[2,1-f][1,2,4]triazin-2-yl)-3-methylcyclobutane-1,3-diamine COC1=NC(=NN2C1=C(C=C2)C=2C=CC1=C(N(N=N1)C)C2)NC2CC(C2)(N)C